2,5-bis(5-methoxy-1,3-benzoxazol-2-yl)thiophene COC=1C=CC2=C(N=C(O2)C=2SC(=CC2)C=2OC3=C(N2)C=C(C=C3)OC)C1